C(C)OC(=O)N1N=C(C2=C1C(N(C2)C(=O)OC(C)(C)C)(C)C)NC(C2=CC=C(C=C2)[N+](=O)[O-])=O 6,6-dimethyl-3-(4-nitrobenzamido)-4,6-dihydropyrrolo[3,4-c]pyrazole-1,5-dicarboxylic acid 5-(tert-butyl) 1-ethyl ester